C(C1=CC=CC=C1)C=1NC(=NN1)C(=O)NC=1C=NC=C(C1)C1=C(C=CC(=C1)OCCOC)C 5-benzyl-N-(5-(5-(2-methoxyethoxy)-2-methylphenyl)pyridin-3-yl)-4H-1,2,4-triazole-3-carboxamide